(S)-2-(5-bromo-3-methyl-2-oxopyrazin-1(2H)-yl)-4-methylpentanoate BrC=1N=C(C(N(C1)[C@H](C(=O)[O-])CC(C)C)=O)C